ClC=1C=NN(C1NC(=O)O[C@H](C)C1=CC=CC=C1)C1=CC=C(C=C1)C1=C(C=C(C=C1)C1(CC1)C(=O)O)F (R)-1-(4'-(4-chloro-5-(((1-phenylethoxy)carbonyl)amino)-1H-pyrazol-1-yl)-2-fluoro-[1,1'-biphenyl]-4-yl)cyclopropane-1-carboxylic acid